6-[6-methoxy-5-(2-methyl-1,3-thiazol-5-yl)pyridin-2-yl]-3-(methylsulfanyl)-1,2,4-triazine COC1=C(C=CC(=N1)C1=CN=C(N=N1)SC)C1=CN=C(S1)C